C(C)(C)(C)OC(=O)N([C@H]1CN(CC1)C1=NC(=NC2=C1OCC(N2C(=O)OC(C)(C)C)(C)C)Cl)C tert-butyl (R)-4-(3-((tert-butoxycarbonyl)(methyl)amino)pyrrolidin-1-yl)-2-chloro-7,7-dimethyl-6,7-dihydro-8H-pyrimido[5,4-b][1,4]oxazine-8-carboxylate